ClC1=CC=C(C=C1)N(C(=O)Cl)C1=CC=CC=C1 4-chlorophenyl-(phenyl)carbamoyl chloride